3-[[6-[5-carboxypentyl(3-sulfonatopropyl)amino]-1,1-dimethyl-2H-xanthene-10-ium-3-yl]amino]propane-1-sulfonate sodium salt [Na+].C(=O)(O)CCCCCN(C=1C=C2[O+]=C3C=C(CC(C3=CC2=CC1)(C)C)NCCCS(=O)(=O)[O-])CCCS(=O)(=O)[O-]